NC1=NN(C=C1)C1=CC=C(C=C1)C(C(F)(F)F)O 1-[4-(3-aminopyrazol-1-yl)phenyl]-2,2,2-trifluoro-ethanol